6-(6-hydroxy-hexyloxy)coumarin OCCCCCCOC=1C=C2C=CC(OC2=CC1)=O